C1N(CCC2=CC=CC=C12)C(=O)C=1OC=CC1 (3,4-dihydroisoquinolin-2(1H)-yl)(furan-2-yl)methanone